C(CCCCCCC)OC(CCC(=O)OC[C@H](COC(=O)C1N(CCC1)C)COC(CCCCCCC\C=C/C\C=C/CCCCC)=O)OCCCCCCCC (2R)-3-((4,4-bis(octyloxy)butanoyl)oxy)-2-(((9Z,12Z)-octadeca-9,12-dienoyloxy)methyl)propyl-1-methylpyrrolidine-2-carboxylate